4-methoxy-7-(oxan-4-yl)-[1,3]thiazolo[4,5-c]pyridin COC1=NC=C(C2=C1N=CS2)C2CCOCC2